dodecyl 4-((2-(cycloheptylamino)-1-(1-ethylpiperidin-4-yl)-2-oxoethyl)(tricosan-12-yl)amino)-4-oxobutanoate C1(CCCCCC1)NC(C(C1CCN(CC1)CC)N(C(CCC(=O)OCCCCCCCCCCCC)=O)C(CCCCCCCCCCC)CCCCCCCCCCC)=O